2-((tert-Butyldimethylsilanyloxy)ethyl)ethanethiol [Si](C)(C)(C(C)(C)C)OCCCCS